CN([C@H](CNC(C[C@@H](C1(CC1)C(F)(F)F)C=1SC(=CC1)C)=O)CC1=CC=C(C=C1)O)C (S)-N-((S)-2-(dimethylamino)-3-(4-hydroxyphenyl)propyl)-3-(5-methylthiophen-2-yl)-3-(1-(trifluoromethyl)cyclopropyl)propanamide